Methyl (1S,3S)-3-((2-methyl-6-(1-methyl-5-(2-oxoethyl)-1H-1,2,3-triazol-4-yl)pyridin-3-yl)oxy)cyclohexane-1-carboxylate CC1=NC(=CC=C1O[C@@H]1C[C@H](CCC1)C(=O)OC)C=1N=NN(C1CC=O)C